C(C1=CC=CC=C1)OC1=C(C=C(C=C1)C(C)(F)F)[N+](=O)[O-] 1-(benzyloxy)-4-(1,1-difluoroethyl)-2-nitrobenzene